S(=O)(=O)(O)O.N[C@H](C(=O)OC)CC(C)(C)F methyl (S)-2-amino-4-fluoro-4-methylpentanoate sulfate